ClC1=CC=C(CNC(=O)C=2N=NSC2NC(=O)NCCN2CCOCC2)C=C1 1-(4-(4-chlorobenzyl-carbamoyl)-1,2,3-thiadiazol-5-yl)-3-(2-morpholinoethyl)urea